CO[C@H]1CC[C@H](CC1)NC=1N=CC2=C(N1)NC=C2C=2C=CC=1N(N2)C=C(N1)C N-(cis-4-methoxycyclohexyl)-5-(2-methylimidazo[1,2-b]pyridazin-6-yl)-7H-pyrrolo[2,3-d]pyrimidin-2-amine